C(C)(C)(C)OC(=O)N1C(C(CC1)O)CCCCOCC1=CC=CC=C1 (4-(benzyloxy)butyl)-3-hydroxypyrrolidine-1-carboxylic acid tert-butyl ester